NC1=CC=C(C(=O)NC=2C3=C(N(N2)CC)C(N(C3)C(=O)N[C@H](CN(C)C)C3=CC=CC=C3)(C)C)C=C1 (S)-3-(4-aminobenzamido)-N-(2-(dimethylamino)-1-phenylethyl)-1-ethyl-6,6-dimethyl-4,6-dihydropyrrolo[3,4-c]pyrazole-5(1H)-carboxamide